N-[(4R)-4-methyl-1,2,3,4-tetrahydroisoquinolin-7-yl]-5-(trifluoromethyl)pyridine-3-carboxamide C[C@H]1CNCC2=CC(=CC=C12)NC(=O)C=1C=NC=C(C1)C(F)(F)F